(3S)-3-[4-(pentyloxy)phenyl]hex-4-ynoic acid C(CCCC)OC1=CC=C(C=C1)[C@H](CC(=O)O)C#CC